N-[4-(4-[[2-(dimethylamino)ethyl]amino]-3-methyl-1-(tetrahydropyran-2-yl)pyrazolo[3,4-d]pyrimidin-6-yl)phenyl]-3-fluoropyridine-4-sulfonamide CN(CCNC1=C2C(=NC(=N1)C1=CC=C(C=C1)NS(=O)(=O)C1=C(C=NC=C1)F)N(N=C2C)C2OCCCC2)C